O1C=C(C2=C1C=CC=C2)C2=NN(C1=C2C=NC(=C1)C(=O)N)CC(F)F (benzofuran-3-yl)-1-(2,2-difluoroethyl)pyrazolo[4,3-c]pyridine-6-carboxamide